(cis)-N1-(3-fluorophenyl)-3-methyl-cyclobutane-1,3-diamine FC=1C=C(C=CC1)NC1CC(C1)(N)C